BrC=1C(=C2C(=NC1)C=NN2)OC 6-Bromo-7-methoxy-1H-pyrazolo[4,3-b]pyridine